C(C)(C)(C)OC(=O)N1[C@H](CN(CC1)CCC(C(C(=O)O)N1C(C2=CC=CC=C2C1=O)=O)(C)C)C(=O)OC 5-((R)-4-(tert-butoxycarbonyl)-3-(methoxycarbonyl)piperazin-1-yl)-2-(1,3-dioxoisoindolin-2-yl)-3,3-dimethylpentanoic acid